4,7,8-trimethyl-1H-quinolin-2-one CC1=CC(NC2=C(C(=CC=C12)C)C)=O